di(perfluorovaleryl)peroxide FC(C(=O)OOC(C(C(C(C(F)(F)F)(F)F)(F)F)(F)F)=O)(C(C(C(F)(F)F)(F)F)(F)F)F